2-{6-[(1R,3S)-3-(dimethylamino)-2,2-dimethylcyclobutoxy]-5-methoxy-3-pyridylamino}-4-(6-chloro-3-quinolylamino)pyrimidine CN([C@@H]1C([C@@H](C1)OC1=C(C=C(C=N1)NC1=NC=CC(=N1)NC=1C=NC2=CC=C(C=C2C1)Cl)OC)(C)C)C